((1S,6R)-7,7-dimethylbicyclo[4.1.0]hept-3-en-3-yl)methanol CC1([C@@H]2CC=C(C[C@H]12)CO)C